OC1=C(C=CC=2SC=CC21)C2=C(C(=C(N=N2)N[C@H]2CN(CCC2)C(=O)OC(C)(C)C)C)C tert-butyl (R)-3-((6-(4-hydroxybenzo[b]thiophen-5-yl)-4,5-dimethylpyridazin-3-yl)amino)piperidine-1-carboxylate